O.OC=1C=C(C=O)C=C(C1O)O 3,4,5-trihydroxybenzaldehyde monohydrate